4-(1H-imidazol-4-yl)piperidine N1C=NC(=C1)C1CCNCC1